6-methyl-6,7-dihydro-5H-pyrazolo[5,1-b][1,3]oxazine CC1CN2C(OC1)=CC=N2